ClC1=C(C(N(C2=NC(=C(C=C12)C1=C(C=CC=C1OC)F)Cl)C=1C(=NC=NC1C(C)C)C(C)C)=O)[N+](=O)[O-] 4,7-dichloro-1-(4,6-diisopropylpyrimidin-5-yl)-6-(2-fluoro-6-methoxyphenyl)-3-nitro-1,8-naphthyridin-2(1H)-one